3-(2-(pyrrolidin-1-yl) ethyl)-1H-indol-7-yl butyrate C(CCC)(=O)OC=1C=CC=C2C(=CNC12)CCN1CCCC1